(S)-N-((S)-1-(4-(2-((2,3-dihydro-1H-inden-2-yl)amino)pyrimidin-5-yl)phenyl)ethyl)-4,5,6,7-tetrahydro-1H-benzo[d][1,2,3]triazole-5-carboxamide C1C(CC2=CC=CC=C12)NC1=NC=C(C=N1)C1=CC=C(C=C1)[C@H](C)NC(=O)[C@@H]1CC2=C(NN=N2)CC1